5-cyclopropyl-3-iodo-1H-pyrazole C1(CC1)C1=CC(=NN1)I